1,2-dichloroethane Ethyl-2-ethoxyquinoline-1(2H)-carboxylate C(C)OC(=O)N1C(C=CC2=CC=CC=C12)OCC.ClCCCl